3-{3-[(3-Fluoro-2-methoxyphenyl)amino]-4-oxo-2-[3-(pyrrolidin-3-ylmethoxy)pyridin-4-yl]-4,5,6,7-tetrahydro-1H-pyrrolo[3,2-c]pyridin-7-yl}propanal FC=1C(=C(C=CC1)NC1=C(NC2=C1C(NCC2CCC=O)=O)C2=C(C=NC=C2)OCC2CNCC2)OC